behenyl-dimethyl-glycine C(CCCCCCCCCCCCCCCCCCCCC)C(N(C)C)C(=O)O